ClC=1C(N(N=CC1C(=C)OCC)C)=O 4-chloro-5-(1-ethoxyvinyl)-2-methylpyridazin-3(2H)-one